(5-(1,3-dioxoisoindolin-2-yl)pentyl)(3-(trimethylsilyl)prop-2-yn-1-yl)phosphinic acid O=C1N(C(C2=CC=CC=C12)=O)CCCCCP(O)(=O)CC#C[Si](C)(C)C